Cl.N1(CCCCC1)CCOC=1C=C(C=CC1)C1=NNC2=CC=C(C=C12)C1=NC=NN1 3-(3-(2-(piperidin-1-yl)ethoxy)phenyl)-5-(1H-1,2,4-triazol-5-yl)-1H-indazole hydrochloride